FC(OC1=NC=CC=C1C1=NC=C2NC(N(C2=N1)CC1=CC=C(C=C1)N1N=C(C=C1)F)=O)F 2-(2-(difluoromethoxy)pyridin-3-yl)-9-(4-(3-fluoro-1H-pyrazol-1-yl)benzyl)-7,9-dihydro-8H-purin-8-one